N1-allyl-N1-(1-(3-chloro-2-fluorophenyl)ethyl)ethane-1,2-di-amine hydrochloride Cl.C(C=C)N(CCN)C(C)C1=C(C(=CC=C1)Cl)F